S(O)(O)(=S)=O Thiosulfuric Acid